ClS(F)F chlorodifluorosulfane